2,4,6-Heptatrien-1-ol C(C=CC=CC=C)O